FC1=C(COC=2C=C3CCC(C3=CC2)N2CC(C2)C(=O)OC)C=C(C(=C1)F)F methyl 1-(5-((2,4,5-trifluorobenzyl)oxy)-2,3-dihydro-1H-inden-1-yl)azetidine-3-carboxylate